5-guanidino-3-phenyl-1-(4-vinylbenzyl)-1H-1,2,4-triazole N(C(=N)N)C1=NC(=NN1CC1=CC=C(C=C1)C=C)C1=CC=CC=C1